1-Boc-4-[(methoxy)methylcarbamoyl]piperidine C(=O)(OC(C)(C)C)N1CCC(CC1)C(NCOC)=O